6-[[4-(trifluoromethyl-sulfonyl)phenyl]methyl]-2,6-diazaspiro[3.4]octane FC(S(=O)(=O)C1=CC=C(C=C1)CN1CC2(CNC2)CC1)(F)F